S(=O)(=O)=NC(=O)N1N=NCC1=O Sulfonylaminocarbonyl-triazolinon